FC1(CN(CC1OCC1CN(CCO1)C)C1=NC=C(C=2C1=CN(N2)C=2C(NC(NC2)=O)=O)F)F 5-[4-[3,3-difluoro-4-[(4-methylmorpholin-2-yl)methoxy]pyrrolidin-1-yl]-7-fluoro-pyrazolo[4,3-c]pyridin-2-yl]-1H-pyrimidine-2,4-dione